C(C1=CC=CC=C1)N([C@@H]1CC[C@H](CC1)CC(C)(O)C)CC1=CC=CC=C1 1-(Trans-4-(dibenzylamino)cyclohexyl)-2-methylpropan-2-ol